C1=NC=CC2=CC=C(C=C12)O isoquinolin-7-ol